FC=1C(=CC=2C3=C(NC(C2C1)=O)COC[C@@H]3N(C(C3=CC(=C(C(=C3)F)F)F)=O)C)F (R)-N-(8,9-Difluoro-6-oxo-1,4,5,6-tetrahydro-2H-pyrano[3,4-c]isoquinolin-1-yl)-3,4,5-trifluoro-N-methylbenzamide